DECAHYDRONAPHTHALENE C1CCCC2CCCCC12